CC=1C=C2C(C=C(OC2=C(C1)C(C)NC1=C(C(=O)OC(C)(C)C)C=CC=C1)C1=CC=2C(C=N1)=NN(C2)C)=O tert-butyl 2-[1-[6-methyl-2-(2-methylpyrazolo[3,4-c]pyridin-5-yl)-4-oxo-chromen-8-yl]ethylamino]benzoate